(2S)-2-amino-N-(5-bromo-6-chloro-2-pyridyl)-3,3-dicyclopropyl-propanamide hydrochloride salt Cl.N[C@H](C(=O)NC1=NC(=C(C=C1)Br)Cl)C(C1CC1)C1CC1